FC=1C=C(CC=2C=C3C(=NNC3=CC2)\C=C\C2=NC(=CC=C2)C)C=C(C1)F (E)-5-(3,5-difluorobenzyl)-3-(2-(6-methylpyridin-2-yl)vinyl)-1H-indazole